CC=1C=2N(C=C(N1)C)C=C(C2)C=2N=C1N(C(C2)=O)C=C(N=C1)C=1CCN(CC1)C(C)C 2-(1,3-dimethylpyrrolo[1,2-a]pyrazin-7-yl)-7-[1-(propan-2-yl)-1,2,3,6-tetrahydropyridin-4-yl]-4H-pyrazino[1,2-a]pyrimidin-4-one